chloro-5-methylpyridazin-3-amine ClC1=C(N=NC=C1C)N